FC(C(=O)O)(F)F.ClC1=C(C=CC=C1[C@]1(NC(N(C(C1)=O)[C@@H]1C[C@@H](C(CC1)(F)F)C)=N)C)C=1C=C(C=CC1)NS(=O)(=O)C N-[3-(2-Chloro-3-{(4S)-1-[(1S,3S)-4,4-difluoro-3-methylcyclohexyl]-2-imino-4-methyl-6-oxohexahydro-pyrimidin-4-yl}phenyl)phenyl]-methanesulfonamide trifluoroacetic acid salt